FC=1C=C(C=2C3=C(N(C2C1)CC1=CC=C(C=C1)CP(O)(O)=O)C=NC=N3)F ((4-((7,9-difluoro-5H-pyrimido[5,4-b]indol-5-yl)methyl)phenyl)methyl)phosphonic acid